CN1CC(C1)(C)[C@@](C=1C=C(C=NC1)C#CC1CCN(CC1)C(C)=O)(C1=CC=C(C=C1)C(C)C)O 1-(4-{5-[(R)-(1,3-Dimethyl-azetidin-3-yl)-hydroxy-(4-isopropyl-phenyl)-methyl]-pyridin-3-ylethynyl}-piperidin-1-yl)-ethanone